C1(=CC(=CC=C1)NC(=O)NCC(=O)N[C@@H](C)C(=O)O)C N-(m-tolylaminocarbonyl)-glycylalanine